2-chloro-4-fluoro-6-(trifluoromethyl)aniline ClC1=C(N)C(=CC(=C1)F)C(F)(F)F